N-(3-methoxy-4-(4-methylpiperazin-1-yl)phenyl)-4-(2-(6-methylpyridin-2-yl)-5,6-dihydro-7H-pyrrolo[2,3-d]pyrimidin-7-yl)pyridin-2-amine COC=1C=C(C=CC1N1CCN(CC1)C)NC1=NC=CC(=C1)N1CCC2=C1N=C(N=C2)C2=NC(=CC=C2)C